(3-cyclopropyl-1-(pyrimidin-2-yl)-1H-pyrazol-4-yl)methanone C1(CC1)C1=NN(C=C1C=O)C1=NC=CC=N1